CC(C)C[C@@H]1C(=O)N[C@H](C(=O)N[C@@H](C(=O)N[C@H](C2N[C@@H](CS2)C(=O)N[C@@H](C(=O)N[C@H](C(=O)N1)CC3=CNC4=CC=CC=C43)C(C)C)C(C)C)C(C)C)C(C)C The molecule is a thiazolidine-containing homodetic cyclic peptide that is isolated from human nasal bacteria. Exhibits bactericidal activity against many major pathogens including methicillin-resistant Staphylococcus aureus (MRSA). It has a role as a rat metabolite and a human metabolite. It is a homodetic cyclic peptide, a macrocycle, a member of thiazolidines, a member of indoles and a peptide antibiotic.